C(C1=CC=CC=C1)OC1=C(C=CC=C1)C1=NC(=NO1)C1CN(CC1)C#N 3-(5-(2-(benzyloxy)phenyl)-1,2,4-oxadiazol-3-yl)pyrrolidine-1-carbonitrile